N-(6-((1H-Pyrazol-1-yl)methyl)-4-methoxybenzo[d]isoxazol-3-yl)-2,6-dimethoxy-3-(2,7-diazaspiro[3.5]nonan-2-yl)benzenesulfonamid N1(N=CC=C1)CC1=CC2=C(C(=NO2)NS(=O)(=O)C2=C(C(=CC=C2OC)N2CC3(C2)CCNCC3)OC)C(=C1)OC